1-Methyl-3-(6-(4-methylpiperazin-1-yl)pyridin-2-ylamino)-5-(4,4,5,5-tetramethyl-1,3,2-dioxaborolan-2-yl)pyridin-2(1H)-one CN1C(C(=CC(=C1)B1OC(C(O1)(C)C)(C)C)NC1=NC(=CC=C1)N1CCN(CC1)C)=O